tert-butyl-3',3'-difluoro-6-oxo-6,8-dihydro-2H-spiro[benzo[2,1-b:3,4-c']difuran-3,4'-piperidine] C(C)(C)(C)N1CC(C2(CC1)C1=C(OC2)C=2COC(C2C=C1)=O)(F)F